(S)-azetidin-3-yl(2-(2-hydroxyphenyl)-6a,7,9,10-tetrahydro-5H-pyrazino[1',2':4,5]pyrazino[2,3-c]pyridazin-8(6H)-yl)methanone N1CC(C1)C(=O)N1C[C@H]2N(C=3C(=NN=C(C3)C3=C(C=CC=C3)O)NC2)CC1